OC1(CC2C(CN(C2)C(=O)NC2=CC(=CC=C2)C(F)(F)F)C1)C1=CC=CC=C1 5-hydroxy-5-phenyl-N-[3-(trifluoromethyl)phenyl]-octahydrocyclopenta[c]pyrrole-2-carboxamide